(R)-3-(chlorodifluoromethyl)-6-(6-((1,1,1-trifluoropropan-2-yl)oxy)pyridin-3-yl)-[1,2,4]triazolo[4,3-a]pyrazine octahydrophenanthrene-1-carboxylate C1(CCCC2C3CCC=CC3=CC=C12)C(=O)O.ClC(C1=NN=C2N1C=C(N=C2)C=2C=NC(=CC2)O[C@@H](C(F)(F)F)C)(F)F